COC1=C(C=CC(=C1)OC)CNCCCC1CN(C1)C1=C2C(N(C(C2=CC=C1)=O)C1C(NC(CC1)=O)=O)=O 4-[3-(3-[[(2,4-dimethoxyphenyl)methyl]amino]propyl)azetidin-1-yl]-2-(2,6-dioxopiperidin-3-yl)isoindole-1,3-dione